C(CCC=1C(=CC2=C(C=C(S2)C(C[C@@H](C(=O)O)C)=O)C1)OC)C=1C(=CC2=C(C=C(S2)C(C[C@@H](C(=O)O)C)=O)C1)OC (2S,2'S)-4,4'-[propane-1,3-diylbis(6-methoxy-1-benzothiophene-5,2-diyl)]Bis(2-methyl-4-oxobutanoic acid)